2-[(2R)-2-amino-2-phenylacetyl]-5-({2-[(2R)-2-amino-2-phenylacetyl]-1,3-dioxo-2,3-dihydro-1H-inden-5-yl}sulfonyl)-2,3-dihydro-1H-indene-1,3-dione N[C@@H](C(=O)C1C(C2=CC=C(C=C2C1=O)S(=O)(=O)C=1C=C2C(C(C(C2=CC1)=O)C([C@@H](C1=CC=CC=C1)N)=O)=O)=O)C1=CC=CC=C1